C[C@H](CC=O)CC\C=C(/CC)\C (S,Z)-3,7-dimethylnon-6-enal